C(CCC)OC1=C(C=C(C=C1C)C=1C=C2CCC(C(C2=CC1)NC(O[C@@H]1CN2CCC1CC2)=O)(C)C)C (S)-quinuclidin-3-yl (6-(4-butoxy-3,5-dimethylphenyl)-2,2-dimethyl-1,2,3,4-tetrahydronaphthalen-1-yl)carbamate